COC(=O)C1=C(SC(=C1C(CC(=O)OC(C)(C)C)=O)Cl)Cl 4-(3-(tert-butoxy)-3-oxopropanoyl)-2,5-dichlorothiophene-3-carboxylic acid methyl ester